C(C1=CC=CC=C1)OC=1C=C(C=CC1OC)C(C#N)O[Si](C)(C)C 2-(3-benzyloxy-4-methoxyphenyl)-2-trimethylsiloxyacetonitrile